C(=O)(O)[C@H](C)OC(=O)[C@H](C)OC([C@H](C)O[Si](C1=CC=CC=C1)(C1=CC=CC=C1)C(C)(C)C)=O (S)-2-(tert-butyl-diphenyl-silanyloxy)-propionic acid (S)-1-((S)-1-carboxy-ethoxycarbonyl)-ethyl ester